OCC(CCC1=CC=C2CCCN(C2=N1)C(=O)OC(C)(C)C)C Tert-butyl 7-(4-hydroxy-3-methylbutyl)-3,4-dihydro-1,8-naphthyridine-1(2H)-carboxylate